3-(2-((3S,5S)-3,5-dimethylmorpholino)-2-oxoethyl)-7-hydroxy-6-methoxy-4-methyl-2-oxo-2H-chromen-8-carbaldehyde C[C@H]1COC[C@@H](N1C(CC=1C(OC2=C(C(=C(C=C2C1C)OC)O)C=O)=O)=O)C